(R)-2-((2S)-4-(5-chloropyrimidin-2-yl)-2-methylpiperidin-1-yl)-5-oxo-(6,7-dihydrothieno[3,2-d]pyrimidin-4-yl)amino-cyclobutyl-methanol ClC=1C=NC(=NC1)C1C[C@@H](N(CC1)C1C(CC1)[C@@H](O)NC=1C2=C(N=CN1)CCS2=O)C